6-(4-fluorobenzyl)-4-methyl-5-oxo-2,3,4,5-tetrahydro-1H-pyrrolo[3,2-b]pyridine FC1=CC=C(CC2=CC3=C(N(C2=O)C)CCN3)C=C1